C(C=C)(=O)OCCC(CO)O 2-propenoic acid, 3,4-dihydroxybutyl ester